5-ethyl-1,3-Dioxane-5-ylmethyl acrylate C(C=C)(=O)OCC1(COCOC1)CC